OC(CC)CC (2R,3R)-3-hydroxypentan